2-[(2E)-2-(aminomethyl)-3-fluoroprop-2-en-1-yl]-4-{6-[4-(pyrrolidin-1-yl)phenyl]pyridin-2-yl}-2,4-dihydro-3H-1,2,4-triazol-3-one hydrochloride Cl.NC/C(/CN1N=CN(C1=O)C1=NC(=CC=C1)C1=CC=C(C=C1)N1CCCC1)=C\F